C(#N)C[C@@H]1N(CCN(C1)C=1C2=C(N=C(N1)Cl)C(=C(N=C2)Cl)Cl)C(=O)OC(C)(C)C tert-butyl (2S)-2-(cyanomethyl)-4-(2,7,8-trichloropyrido[4,3-d]pyrimidin-4-yl)piperazine-1-carboxylate